6-fluoro-7-methoxy-4-(4-(S-methylsulfonimidoyl)phenoxy)quinoline-3-carbonitrile FC=1C=C2C(=C(C=NC2=CC1OC)C#N)OC1=CC=C(C=C1)S(=O)(=N)C